tert-butyl 6-((1-((benzyloxy)carbonyl)piperidin-4-yl)methyl)-2,6-diazaspiro[3.3]heptane-2-carboxylate C(C1=CC=CC=C1)OC(=O)N1CCC(CC1)CN1CC2(CN(C2)C(=O)OC(C)(C)C)C1